2-(1-(6-p-toluenesulfonylimidazo[4,5-d]pyrrolo[2,3-b]pyridin-1(6H)-yl)piperidin-4-yl)acetonitrile CC1=CC=C(C=C1)S(=O)(=O)N1C=CC=2C1=NC=C1C2N(C=N1)N1CCC(CC1)CC#N